CCCCCCCCCCCCCCCCCC(=O)OC[C@H](COP(=O)([O-])OC1[C@@H]([C@H](C([C@H]([C@H]1O)OP(=O)([O-])[O-])OP(=O)([O-])[O-])OP(=O)([O-])[O-])O)OC(=O)CCC/C=C\\C/C=C\\C/C=C\\C/C=C\\CCCCC The molecule is a 1-phosphatidyl-1D-myo-inositol 3,4,5-trisphosphate(7-) in which the phosphatidyl acyl groups at positions 1 and 2 are specified as stearoyl and arachidonoyl respectively. It is a conjugate base of a 1-phosphatidyl-1D-myo-inositol 3,4,5-trisphosphate.